trans-phenylphosphinothiophene C1(=CC=CC=C1)PC=1SC=CC1